O=C1N(CCC(N1)=O)C=1C=C(C(=O)N2CCN(CCC2)CC2=CC=C(C(=O)OC(C)(C)C)C=C2)C=CC1OC tert-butyl 4-((4-(3-(2,4-dioxotetrahydropyrimidin-1(2H)-yl)-4-methoxy benzoyl)-1,4-diazepan-1-yl)methyl)benzoate